CC1=C(C(NN=C1CN1CC(C1)C(=O)N1CCN(CC1)C1=NC=C(C=N1)C(F)(F)F)=O)C(F)(F)F 5-Methyl-4-(trifluoromethyl)-6-((3-(4-(5-(trifluoromethyl)pyrimidin-2-yl)piperazine-1-carbonyl)azetidin-1-yl)methyl)pyridazin-3(2H)-one